OC(C)(C)C=1C=CC(=C(C1)S(=O)(=O)N)OC 5-(2-hydroxypropan-2-yl)-2-methoxybenzenesulfonamide